C1=CC=CC=2C3=CC=CC=C3C(C12)COC(=O)N[C@@H](CCCCNC(CCOCCOCCN(C)C)=O)C(=O)OC(C)(C)C tert-butyl (S)-17-((((9H-fluoren-9-yl)methoxy)carbonyl)amino)-2-methyl-11-oxo-5,8-dioxa-2,12-diazaoctadecan-18-oate